C1(CC1)C(=O)N1[C@H](CCC2=C(C(=CC=C12)C=1C=NN(C1)C1CS(C1)(=O)=O)OC1=CC=C(C=C1)F)C 3-{4-[(2S)-1-cyclopropanecarbonyl-5-(4-fluorophenoxy)-2-methyl-1,2,3,4-tetrahydroquinolin-6-yl]-1H-pyrazol-1-yl}-1λ6-thietane-1,1-dione